BrC=1C=C(SC1I)[Si](C)(C)C (4-bromo-5-iodothiophen-2-yl)trimethylsilane